C(C(C)C)N1C(=NC=2C1=NC=CC2)N 3-isobutyl-imidazo[4,5-b]pyridin-2-ylamine